NC=1C(NC2=C3N=CC=CC3=C(C=C2C1C1=C2C=NNC2=C(C=C1)F)C1CN(C1)C(C)C)=O 3-amino-4-(7-fluoro-1H-indazol-4-yl)-6-(1-propan-2-ylazetidin-3-yl)-1H-1,10-phenanthrolin-2-one